C(C)(C)(C)OC(=O)N1CCC(CC1)C1CCN(CC1)C1=C(C=C(C(=C1)OC)[N+](=O)[O-])C 1'-(5-methoxy-2-methyl-4-nitrophenyl)-[4,4'-bipiperidine]-1-carboxylic acid tert-butyl ester